CN=C=NCCCN(C)C 1-methyl-(3-dimethylaminopropyl)carbodiimide